C12CN(CC(CC1)N2)C=2SC1=C(N2)C=CC(=C1)C(=O)N[C@H]1CCOC2=CC=CC=C12 2-(3,8-diazabicyclo-[3.2.1]octan-3-yl)-N-((S)-chroman-4-yl)benzo[d]thiazole-6-carboxamide